NC[C@@H]1O[C@@H](CC2=C(C(=CC=C12)O)O)C1=CC=CC=C1 (1r,3s)-1-(aminomethyl)-3-phenyl-3,4-dihydro-1H-isochromene-5,6-diol